FC1=CC2=C(N(C(CO2)=O)CC#C)C=C1N1CN(C(N(C1)C)=S)C 3-[7-fluoro-3-oxo-4-(prop-2-ynyl)-3,4-dihydro-2H-benzo[1,4]oxazin-6-yl]-1,5-dimethyl-6-thioxo-[1,3,5]triazinan